O=C1NC(CCC1N1C(C2=C3C(C(=CC=C13)[N-]CCCCCCC(N1CCCCC1)=O)=CC=C2)=O)=O N-(1-(2,6-dioxopiperidin-3-yl)-2-oxo-1,2-dihydrobenzo[cd]indol-6-yl)-7-oxo-7-(piperidin-1-yl)heptylamide